CS(=O)(=O)CC1CN(C1)C1=NC=CC2=CC=CC=C12 (3-((methanesulfonyl)methyl)azetidin-1-yl)isoquinoline